(2r,3'r,4's,5's,6'r)-3',4',5'-tris(benzyloxy)-6'-((benzyloxy)methyl)-6-methoxy-3',4',5',6'-tetrahydrospiro[chromane-2,2'-pyran] C(C1=CC=CC=C1)O[C@H]1[C@]2(O[C@@H]([C@@H]([C@@H]1OCC1=CC=CC=C1)OCC1=CC=CC=C1)COCC1=CC=CC=C1)OC1=CC=C(C=C1CC2)OC